C1(=CC=CC=C1)SC1=CC=C(C=C1)C(CCC)=NO 1-(4-phenylsulfanylphenyl)-butane-1-one oxime